OC=1C(NC(NC1C)=S)=O 5-hydroxy-methyl-2-thiouracil